2-cyclopropyl-6-phenyl-5H-pyrrolo[3,4-b]Pyridine-5,7(6H)-dione C1(CC1)C1=CC=C2C(=N1)C(N(C2=O)C2=CC=CC=C2)=O